C(C)(C)(C)OC(=O)N1C[C@H](OCC1)CC(C(C)C)=O (2R)-2-(3-methyl-2-oxobutyl)morpholine-4-carboxylic acid tert-butyl ester